4-(3-(3-Chloro-4-fluorophenyl)-1-(1-(1-oxo-1,2-dihydroisoquinolin-4-yl)ethyl)ureido)butanoic acid ClC=1C=C(C=CC1F)NC(N(C(C)C1=CNC(C2=CC=CC=C12)=O)CCCC(=O)O)=O